C1=CC=CC1.C1=CC=CC1.[Ru] Ruthenium dicyclopentadiene